C=1C(C=CN2C=CC=CC12)=O Quinolizin-2-one